ClC1=C(C(=NN1C)C1=NC(=CC=C1)C)C(=O)N1CCC2(CC1)CCN(CC2)CCC(C)(C)C (5-Chloro-1-methyl-3-(6-methylpyridin-2-yl)-1H-pyrazol-4-yl)(9-(3,3-dimethylbutyl)-3,9-diazaspiro[5.5]undecan-3-yl)methanone